O1N=C(CC12CCCCC2)CC2C(C(C(C(O2)CO)O)N2N=NC(=C2)C2=CC(=C(C(=C2)F)F)Cl)OC 6-((1-oxa-2-azaspiro[4.5]dec-2-en-3-yl)methyl)-4-(4-(3-chloro-4,5-difluorophenyl)-1H-1,2,3-triazol-1-yl)-2-(hydroxymethyl)-5-methoxytetrahydro-2H-pyran-3-ol